3-methoxy-2,2-dimethyl-3-oxopropanoic acid COC(C(C(=O)O)(C)C)=O